C(#N)COC1=CC2=C(N=C(O2)C2=C(C#N)C(=CC=C2)C2=CC3=C(OCCO3)C=C2)C=C1C=C 2-[6-(cyanomethoxy)-5-vinyl-1,3-benzoxazol-2-yl]-6-(2,3-dihydro-1,4-benzodioxin-6-yl)benzonitrile